N-((3S,4R)-4-((5-((cyclopropylmethyl)amino)-7-(2,6-dichloro-3,5-dimethoxy-phenyl)-2,6-naphthyridin-3-yl)amino)-1-(oxetan-3-yl)pyrrolidin-3-yl)acrylamide C1(CC1)CNC1=C2C=C(N=CC2=CC(=N1)C1=C(C(=CC(=C1Cl)OC)OC)Cl)N[C@H]1[C@H](CN(C1)C1COC1)NC(C=C)=O